(naphthalen-1-yl-d7)boronic acid C1(=C(C(=C(C2=C(C(=C(C(=C12)[2H])[2H])[2H])[2H])[2H])[2H])[2H])B(O)O